rac-N-(6-amino-5-methylpyridin-3-yl)-2-(2-(4-fluorophenyl)-5-methyl-4-pivaloylpiperazin-1-yl)-2-oxoacetamide NC1=C(C=C(C=N1)NC(C(=O)N1C(CN(C(C1)C)C(C(C)(C)C)=O)C1=CC=C(C=C1)F)=O)C